3-chlorocinnoline ClC=1N=NC2=CC=CC=C2C1